tert-butyl ((1r,4r)-4-((3-chloro-4-cyanophenyl)amino) cyclohexyl)carbamate ClC=1C=C(C=CC1C#N)NC1CCC(CC1)NC(OC(C)(C)C)=O